C(=O)C1=NN(C=C1)[C@@H]1CN(CCC1)C(=O)OC(C)(C)C tert-butyl (3S)-3-(3-formylpyrazol-1-yl)piperidine-1-carboxylate